CN1C(=NC2=C(C=C(C=C2C1=O)C)[C@@H](C)NC1=C(C(=O)O)C=CC=C1)C1=CC=CC=C1 (R)-2-(1-(3,6-dimethyl-4-oxo-2-phenyl-3,4-dihydroquinazolin-8-yl)ethylamino)benzoic acid